5-((2-cyclopropyl-3,4-dihydroquinolin-1(2H)-yl)sulfonyl)-2-hydroxybenzoic acid methyl ester COC(C1=C(C=CC(=C1)S(=O)(=O)N1C(CCC2=CC=CC=C12)C1CC1)O)=O